ethyl 7-chloro-1-(4-ethyl-1,3-thiazol-2-yl)-5-methyl-4-oxo-1,4-dihydro-1,8-naphthyridine-3-carboxylate ClC1=CC(=C2C(C(=CN(C2=N1)C=1SC=C(N1)CC)C(=O)OCC)=O)C